The molecule is a polyprenyl phospho oligosaccharide that consists of the pentasaccharide alpha-D-Gal-(1->3)-[alpha-L-Fuc-(1->2)]-beta-D-Gal-(1->3)-alpha-D-GalNAc-(1->3)-alpha-D-GalNAc linked via a diphospho group to ditrans,octacis-undecaprenol. It is a conjugate acid of an alpha-D-Gal-(1->3)-[alpha-L-Fuc-(1->2)]-beta-D-Gal-(1->3)-alpha-D-GalNAc-(1->3)-alpha-D-GalNAc-diphospho-ditrans,octacis-undecaprenol(2-). C[C@H]1[C@H]([C@H]([C@@H]([C@@H](O1)O[C@@H]2[C@H]([C@H]([C@H](O[C@H]2O[C@@H]3[C@H]([C@H](O[C@@H]([C@@H]3O)CO)O[C@@H]4[C@H]([C@H](O[C@@H]([C@@H]4O)CO)OP(=O)(O)OP(=O)(O)OC/C=C(/C)\\CC/C=C(/C)\\CC/C=C(/C)\\CC/C=C(/C)\\CC/C=C(/C)\\CC/C=C(/C)\\CC/C=C(/C)\\CC/C=C(/C)\\CC/C=C(\\C)/CC/C=C(\\C)/CCC=C(C)C)NC(=O)C)NC(=O)C)CO)O)O[C@@H]5[C@@H]([C@H]([C@H]([C@H](O5)CO)O)O)O)O)O)O